2-methyl-2-dodecylmalonic acid CC(C(=O)O)(C(=O)O)CCCCCCCCCCCC